ethyl 2-(2-hexylcyclopropyl)-2-oxoacetate C(CCCCC)C1C(C1)C(C(=O)OCC)=O